ClC1=NC(=NC(=N1)C1=CC=CC(=C1)[2H])C1=CC=CC(=C1)[2H] 2-chloro-4,6-bis(phenyl-5-d)-1,3,5-triazine